C(C)(=O)NC=1SC(=CN1)CN1CCC(CC1)C(=O)NC(C)C1=CC2=C(OCO2)C=C1 (2-acetamidothiazol-5-yl)methyl-N-(1-(benzo[d][1,3]dioxol-5-yl)ethyl)piperidine-4-carboxamide